C1=C(C=CC2=CC=CC=C12)C1=CC=C(C=C1)N(C=1C=C(C(=CC1)C1=CC=CC=C1)C1=CC=CC=C1)C1=CC=C(C=C1)B1OC(C(O1)(C)C)(C)C N-(4-(naphthalen-2-yl)phenyl)-N-(4-(4,4,5,5-tetramethyl-1,3,2-dioxaborolan-2-yl)phenyl)-[1,1':2',1''-terphenyl]-4'-amine